(2S)-2-[(5S)-2-tert-butoxycarbonyl-6-oxo-2,7-diazaspiro[4.5]decan-7-yl]-3-methyl-butyric acid C(C)(C)(C)OC(=O)N1C[C@]2(CC1)C(N(CCC2)[C@H](C(=O)O)C(C)C)=O